CCC(=O)N1CC2=C(CC1)N(N=C2N(C)C=2C=NC(=CC2)Cl)C2CCOCC2 Methyl-1-{3-[(6-chloropyridin-3-yl)(methyl)amino]-1-(oxan-4-yl)-4H,6H,7H-pyrazolo[4,3-c]pyridin-5-yl}ethanone